FC1(CC2(C1)C[C@H](N(CC2)CC2=C1C=CNC1=C(C=C2OC)C)C2=CC=C(C=C2)C=2C(NC=CC2)=O)F (S)-3-(4-(2,2-difluoro-7-((5-methoxy-7-methyl-1H-indol-4-yl)methyl)-7-azaspiro[3.5]nonan-6-yl)phenyl)pyridin-2(1H)-one